Cl.CC=1OC(=NN1)N1C[C@@H](NCC1)C (S)-2-methyl-5-(3-methylpiperazin-1-yl)-1,3,4-oxadiazole hydrochloride